(R)-2-(5-((4-((1-(3-(1,1-difluoroethyl)phenyl)ethyl)amino)-2-methylquinazolin-6-yl)(methyl)amino)-2-Methoxyphenyl)-N,N-dimethylacetamide FC(C)(F)C=1C=C(C=CC1)[C@@H](C)NC1=NC(=NC2=CC=C(C=C12)N(C=1C=CC(=C(C1)CC(=O)N(C)C)OC)C)C